C(CCC)C1=C(C=NC2=CC(=CC=C12)OC)C1=C(C=C(C=C1)C(F)(F)F)F 4-Butyl-3-[2-fluoro-4-(trifluoromethyl)phenyl]-7-methoxy-quinoline